FC1=C(C=CC=C1)N1N=C(C2=CC=CC=C2C1=O)C=1C=C(C=CC1)S(=O)(=O)NC 3-(3-(2-fluorophenyl)-4-oxo-3,4-dihydro-phthalazin-1-yl)-N-methylbenzenesulfonamide